1-ethynylanisole C(#C)C1(CC=CC=C1)OC